OC1NC(C=C1C)=O 2-hydroxy-3-methyl-2H-pyrrol-5-one